COC(=O)C=1C=C(C2=C(OCCN2C)C1N)OC 8-amino-5-methoxy-4-methyl-3,4-dihydro-2H-benzo[b][1,4]oxazine-7-carboxylic acid methyl ester